C(CCCCCCCCCCC)N(CCC(=O)OCCCCN(CCCCOC(CCN(CCCCCCCCCCCC)CCCCCCCCCCCC)=O)C)CCCCCCCCCCCC (methylazanediyl)bis(butane-4,1-diyl) bis(3-(didodecylamino)propanoate)